(2R,3S,5R)-5-(6-Amino-2-fluoro-9H-purin-9-yl)-2-ethynyl-2-((((S)-(((S)-1-isopropoxy-1-oxopropan-2-yl)amino)(phenoxy)phosphoryl)oxy) methyl)tetrahydrofuran-3-yl decanoate C(CCCCCCCCC)(=O)O[C@@H]1[C@](O[C@H](C1)N1C2=NC(=NC(=C2N=C1)N)F)(CO[P@](=O)(OC1=CC=CC=C1)N[C@H](C(=O)OC(C)C)C)C#C